N1=CC=CC=2C=CCCC12 (E)-7,8-dihydroquinoline